COC(=O)C=1C(=C(C2=C(C(CO2)C)C1)F)NC1=C(C=C(C=C1)Br)F 6-((4-bromo-2-fluorophenyl)amino)-7-fluoro-3-methyl-2,3-dihydrobenzofuran-5-carboxylic acid methyl ester